CC=1OC2=C(C1)C=C(C=C2)OCC2=C(N(CS2)CCS(=O)(=O)C)C 2-methyl-N-(2-(methylsulfonyl)ethyl)-5-((4-methylthiazol-5-yl)methoxy)benzofuran